2,5-dithiol C1SC=CS1